S(=O)(=O)(C1=CC=C(C=C1)N1C(NC(C(=C1C)S(=O)(=O)N)=O)=O)C1=CC=C(C=C1)N1C(NC(C(=C1C)S(=O)(=O)N)=O)=O N'-(sulfonyldi-4,1-phenylene)bis(1,2,3,4-tetrahydro-6-methyl-2,4-dioxopyrimidine-5-sulfonamide)